N/C(/NCCC[C@@H](NC(C(C1=CC=CC=C1)C1=CC=C(C=C1)NCCCNC(NOCCNC(OC(C)(C)C)=O)=O)=O)C(NCC1=CC=C(C=C1)O)=O)=N/C(NCCNC(CC)=O)=O tert-butyl (2-((3-(3-((4-((4R,Z)-9-amino-4-((4-hydroxybenzyl)carbamoyl)-2,11,16-trioxo-1-phenyl-3,8,10,12,15-pentaazaoctadec-9-en-1-yl)phenyl)amino)propyl)-ureido)oxy)ethyl)carbamate